OCCOC1=C(C=CC(=C1C)OCC)C1=NC(=NC(=N1)C1=C(C(=C(C=C1)OCC)C)OCCO)C1=C(C(=C(C=C1)OCC)C)OCCO 2,4,6-tris(2-hydroxy-3-methyl-4-ethoxy-ethoxyphenyl)-1,3,5-triazine